CN1N=C(C=2C1=NC(=C(C2C)CCC(=O)NC2=CC=C(C(=O)OCC)C=C2)C)C ethyl 4-[3-(1,3,4,6-tetramethylpyrazolo[3,4-b]pyridin-5-yl)propanoylamino]benzoate